tert-butyl (4-(3-(2,6-dioxopiperidin-3-yl)benzofuran-5-yl)buta-2,3-dien-1-yl)carbamate O=C1NC(CCC1C1=COC2=C1C=C(C=C2)C=C=CCNC(OC(C)(C)C)=O)=O